3-(5-Methylpyrazin-2-yl)aniline CC=1N=CC(=NC1)C=1C=C(N)C=CC1